(E)-2-((9-ethyl-9H-carbazol-3-yl)methylene)-6-hydroxy-2,3-dihydro-1H-inden-1-one C(C)N1C2=CC=CC=C2C=2C=C(C=CC12)\C=C/1\C(C2=CC(=CC=C2C1)O)=O